CC1C(=NOC1CC1=CC=CC=C1)CNC(=O)C=1C=2N(C=CC1)C=CN2 Methyl-5-benzyl-3-((imidazo[1,2-a]pyridine-8-carboxamido)methyl)-4,5-dihydroisoxazole